C(C)(C)C1=CC=C(C=C1)[C@H]1CC2(CN(C2)C(=O)C2CC3(C2)NC(OC3)=O)CC1 |r| (rac)-(2s,4s)-2-(6-(4-isopropylphenyl)-2-azaspiro[3.4]octane-2-carbonyl)-7-oxa-5-azaspiro[3.4]octan-6-one